N-(3-methylphenyl)-3-[(7-trifluoromethylquinolin-4-yl)amino]benzamide CC=1C=C(C=CC1)NC(C1=CC(=CC=C1)NC1=CC=NC2=CC(=CC=C12)C(F)(F)F)=O